(2-{[(9H-fluoren-9-ylmethoxy)carbonyl]amino}acetamido)acetic acid C1=CC=CC=2C3=CC=CC=C3C(C12)COC(=O)NCC(=O)NCC(=O)O